tert-butyl (6,7-dihydro-4H-thieno[3,2-c]pyran-4-yl)methylcarbamate S1C=CC=2C(OCCC21)CNC(OC(C)(C)C)=O